ONC(=O)C=1C=C2CN3C(C2=CC1)=CC=C3 N-hydroxy-5H-pyrrolo[2,1-a]isoindole-7-carboxamide